CN(C)CC1(CC12CC2)COC=2N=C(C1=C(N2)C(=C(N=C1)C1=CC(=CC2=CC=C(C(=C12)CC)F)OCOC)F)N1C[C@@](CCC1)(O)C (3R)-1-(2-((1-((dimethylamino)methyl)spiro[2.2]pentan-1-yl)methoxy)-7-(8-ethyl-7-fluoro-3-(methoxymethoxy)naphthalen-1-yl)-8-fluoropyrido[4,3-d]pyrimidin-4-yl)-3-methylpiperidin-3-ol